OCC1CN(C1)C1=NC(=CC2=CC=CC=C12)C(=O)O 1-(3-(hydroxymethyl)azetidin-1-yl)isoquinoline-3-carboxylic acid